C(CCC)NC1=CC=CC2=CC=CC=C12 N-n-butyl-1-naphthylamine